NC1(CCN(CC1)C1=CC(N(C(=N1)SC)C1=C(C(=CC=C1)Cl)Cl)=O)C 6-(4-amino-4-methylpiperidin-1-yl)-3-(2,3-dichlorophenyl)-2-(methylsulfanyl)-3,4-dihydropyrimidin-4-one